[1-(2,6-dichloropyridin-3-yl)cyclopropyl] acetate C(C)(=O)OC1(CC1)C=1C(=NC(=CC1)Cl)Cl